2-((4-chloro-5-fluoro-2-(2-methoxy-7-methylquinoxalin-5-yl)benzo[d]thiazol-6-yl)oxy)ethyl (2,2,2-trifluoroethyl)carbamate FC(CNC(OCCOC1=CC2=C(N=C(S2)C2=C3N=CC(=NC3=CC(=C2)C)OC)C(=C1F)Cl)=O)(F)F